C(\C=C\C)N1C=CC=C1 1-[(2E)-2-buten-1-yl]-1H-pyrrole